C(#N)C1=CC=C(CNC(=O)C=2NC=C(C2)C(=O)C2CCC2)C=C1 N-(4-cyanobenzyl)-4-(cyclobutylcarbonyl)-1H-pyrrole-2-carboxamide